[Si](C)(C)(C(C)(C)C)OCC12CCC(CC1)(N2C(=O)OC(C)(C)C)CO tertbutyl 1-(((tert-butyldimethylsilyl)oxy)methyl)-4-(hydroxymethyl)-7-aza-bicyclo[2.2.1]heptane-7-carboxylate